C(C)(C)(C)OC(=O)N1CCC(=CC1)C=1C=C2C(=NC(=NC2=CC1OC)C(=O)OCC)N[C@H](C)C1=CC(=CC=C1)C(COC)(F)F Ethyl (R)-6-(1-(tert-butoxycarbonyl)-1,2,3,6-tetrahydropyridin-4-yl)-4-((1-(3-(1,1-difluoro-2-methoxyethyl) phenyl) ethyl) amino)-7-methoxyquinazoline-2-carboxylate